C(CCCCCCC\C=C/C\C=C/CCCCC)C(C(CN(C)C)CCCCCCCC\C=C/C\C=C/CCCCC)C(N)=O 1,2-dilinoleylcarbamyl-3-dimethylaminopropane